dimethylsilyl-(1,3-dimethyl-inden-2-yl)(2-phenyl-cyclopenta[a]naphthalen-3-yl)hafnium C[SiH](C)[Hf](C1=C(CC=2C1=CC=C1C=CC=CC21)C2=CC=CC=C2)C=2C(C1=CC=CC=C1C2C)C